FC(C(C(OC(=C(F)F)F)(F)F)F)(F)F 1,1,1,2,3,3-hexafluoro-3-(1,2,2-trifluoroethenoxy)propane